FC(C1=CC=C(C=N1)N1C[C@@H](OCC1)CO)(F)F (R)-(4-(6-(trifluoromethyl)pyridin-3-yl)morpholin-2-yl)methanol